N-phenyl-benzyl-amine C1(=CC=CC=C1)NCC1=CC=CC=C1